CC1=C(C(=CC=C1)C)N=C(C)C1=NC2=C(C=CC=C2C=C1)C=1N(CC(N1)C(C)C)C=1C=C(C=CC1)C N-(2,6-dimethylphenyl)-1-(8-(4-isopropyl-1-(m-tolyl)-4,5-dihydro-1H-imidazol-2-yl)quinolin-2-yl)ethane-1-imine